(3R,6S)-3-benzyl-6-(3-guanidinopropyl)-8-isobutyl-N-isopropyl-4,7-dioxohexahydropyrazino[2,1-c][1,2,4]oxadiazine-1(6H)-carboxamide C(C1=CC=CC=C1)[C@@H]1C(N2C(N(O1)C(=O)NC(C)C)CN(C([C@@H]2CCCNC(=N)N)=O)CC(C)C)=O